N,N-dimethylcyclohexan-1-amine CN(C1CCCCC1)C